C1(=CC=CC2=CC=CC=C12)CC1(CC=CC2=CC=CC(=C12)N)N 1-(naphthalen-1-ylmethyl)naphthalene-1,8-diamine